6-methyl-3-(1H-1,2,4-triazol-1-yl)picolinic acid CC1=CC=C(C(=N1)C(=O)O)N1N=CN=C1